Silirane [SiH2]1CC1